ClC1=NC(=CN=C1)N1C[C@H](CC1)C (S)-2-chloro-6-(3-methylpyrrolidin-1-yl)pyrazine